6-(oxetan-3-ylmethyl)-1-[1-[4-(trifluoromethoxy)benzoyl]-4-piperidyl]-3H-imidazo[4,5-b]pyridin-2-one O1CC(C1)CC=1C=C2C(=NC1)NC(N2C2CCN(CC2)C(C2=CC=C(C=C2)OC(F)(F)F)=O)=O